2,6-diazaspiro[3.3]heptane hydrochloride Cl.C1NCC12CNC2